N-benzylsulfonyl-4-[4-[5-[2-(5-hydroxypyridine-3-yl)ethynyl]pyridin-3-carbonyl]piperazin-1-yl]benzamide C(C1=CC=CC=C1)S(=O)(=O)NC(C1=CC=C(C=C1)N1CCN(CC1)C(=O)C=1C=NC=C(C1)C#CC=1C=NC=C(C1)O)=O